5-chloro-N-((1R,5S)-3,3-difluoro-5-(2-isobutyl-6-(1H-1,2,4-triazol-3-yl)-1H-imidazo[4,5-c]pyridin-1-yl)cyclohexyl)thiophene-2-carboxamide ClC1=CC=C(S1)C(=O)N[C@H]1CC(C[C@H](C1)N1C(=NC=2C=NC(=CC21)C2=NNC=N2)CC(C)C)(F)F